C(C)(C)C1=C(N(C=2N=CNC(C21)=O)C2=CC=C(C=C2)C)C(=O)OCC ethyl 5-isopropyl-4-oxo-7-p-tolyl-4,7-dihydro-3H-pyrrolo[2,3-d]-pyrimidine-6-carboxylate